4-(4-((3-methoxybenzyl)(quinolin-7-ylmethyl)amino)benzyl)piperazin-2-one COC=1C=C(CN(C2=CC=C(CN3CC(NCC3)=O)C=C2)CC2=CC=C3C=CC=NC3=C2)C=CC1